COC(=O)C1=CN(C(C(=C1C(C)=O)Br)=O)C1CC1 4-acetyl-5-bromo-1-cyclopropyl-6-oxo-1,6-dihydropyridine-3-carboxylic acid methyl ester